Methyl (Z)-1-(4-((tert-butyldimethylsilyl)oxy)but-2-en-1-yl)-1H-pyrazole-3-carboxylate (Methyl (Z)-1-(4-((tert-butyldimethylsilyl)oxy)but-2-en-1-yl)-1H-pyrazole-3-carboxylate) CC=1C(=NN(C1)C\C=C/CO[Si](C)(C)C(C)(C)C)C(=O)O.[Si](C)(C)(C(C)(C)C)OC\C=C/CN1N=C(C=C1)C(=O)OC